6-((4-hydroxybutyl)amino)hexyl 2-(pentylthio)decanoate 6-((4-hydroxybutyl)amino)hexyl-2-(pentylthio)decanoate (R)-methyl-2-amino-3-hydroxypropionate hydrochloride Cl.COC([C@@H](CO)N)=O.OCCCCNCCCCCCOC(C(CCCCCCCC)SCCCCC)=O.C(CCCC)SC(C(=O)OCCCCCCNCCCCO)CCCCCCCC